2-(trifluoromethyl)-1'-((4-(trifluoromethyl)phenyl)sulfonyl)-2',3'-dihydro-1'H-spiro[cyclohexane-1,4'-quinoline] FC(C1CCCCC12CCN(C1=CC=CC=C21)S(=O)(=O)C2=CC=C(C=C2)C(F)(F)F)(F)F